ClC1=CC=C(C=C1)C=1N=C2N(C=CC=N2)C1CN1CC2CCC(C1)N2C(=O)OC methyl 3-{[2-(4-chlorophenyl)imidazo[1,2-a]pyrimidin-3-yl]methyl}-3,8-diazabicyclo[3.2.1]octane-8-carboxylate